C(C)OC1=CC=C(C=C1)CCC[C@@H](C(=O)OC)OS(=O)(=O)C(F)(F)F methyl (2S)-5-(4-ethoxyphenyl)-2-[(trifluoromethanesulfonyl)oxy]pentanoate